Cl.Cl.ClC1=CC2=C(N(C=N2)CCC[C@H]2NCCC[C@@H]2O)C(=C1)C=1C=NN(C1)C(F)F (2R,3S)-2-(3-(5-chloro-7-(1-(difluoromethyl)-1H-pyrazol-4-yl)-1H-benzo[d]imidazol-1-yl)propyl)piperidin-3-ol dihydrochloride